FC(OC1=C(C=C(C=C1)SC)C1=NN(C=C1NC(=O)C=1C=NN2C1N=CC=C2)CC(=O)N2CCC(CC2)N2CCOCC2)F N-(3-(2-(difluoromethoxy)-5-(methylthio)phenyl)-1-(2-(4-morpholinopiperidin-1-yl)-2-oxoethyl)-1H-pyrazol-4-yl)pyrazolo[1,5-a]pyrimidine-3-carboxamide